1-(4-chloro-benzyl)-3-(4-((5-methyl-2-oxopiperidin-1-yl)methyl)phenyl)urea ClC1=CC=C(CNC(=O)NC2=CC=C(C=C2)CN2C(CCC(C2)C)=O)C=C1